O.O.Cl.Cl.NC1=CC=CC(=N1)C(=O)C1CCN(CC1)C (6-amino-2-pyridinyl)-(1-methyl-4-piperidinyl)methanone dihydrochloride dihydrate